CC1(CN(CC1)CC(=O)NC=1C=C(C(=NC1)C)NC(=O)C=1C=C2C(=NC1)NC(=C2)C=2C=NN(C2)C)C N-(5-(2-(3,3-dimethylpyrrolidin-1-yl)acetamido)-2-methylpyridin-3-yl)-2-(1-methyl-1H-pyrazol-4-yl)-1H-pyrrolo[2,3-b]pyridine-5-carboxamide